cis-4-Cyclohexene-1,2-dicarboxylic Acid [C@@H]1([C@H](CC=CC1)C(=O)O)C(=O)O